CC1(CN(CC1)C=1C=2N(C=C(N1)C=1C=NN(C1)C)N=CC2)CN (3-Methyl-1-(6-(1-methyl-1H-pyrazol-4-yl)pyrazolo[1,5-a]pyrazin-4-yl)pyrrolidin-3-yl)methanamine